N-[4-(4-chlorophenyl)-1-oxophthalazin-2(1H)-yl]-2-[4-(dimethylamino)phenyl]acetamide ClC1=CC=C(C=C1)C1=NN(C(C2=CC=CC=C12)=O)NC(CC1=CC=C(C=C1)N(C)C)=O